N-[4-(2-Dipropylamino-ethyl)-phenyl]-6-methyl-5-(4-pyridin-3-yl-pyrimidin-2-ylamino)-nicotinamide C(CC)N(CCC1=CC=C(C=C1)NC(C1=CN=C(C(=C1)NC1=NC=CC(=N1)C=1C=NC=CC1)C)=O)CCC